OC1CCN(CCC1)C1=C(C=C(C=C1)C(F)(F)F)NC(=O)C=1OC(=CC1)C1CCOCC1 N-(2-(4-hydroxyazepan-1-yl)-5-(trifluoromethyl)-phenyl)-5-(tetrahydro-2H-pyran-4-yl)furan-2-carboxamide